C1(CCCCC1)NC(=O)OCC1=C(C=NN1C)C1=NC=C(C(=N1)C)OC1CCCCC1 (1S,3S)-3-((2-(5-(((Cyclohexylcarbamoyl)oxy)methyl)-1-methyl-1H-pyrazol-4-yl)-4-methylpyrimidin-5-yl)oxy)cyclohexan